(4'-Cyano-[1,1'-biphenyl]-4-yl)boronic acid C(#N)C1=CC=C(C=C1)C1=CC=C(C=C1)B(O)O